C12CNCCC2(C1)NC(OC(C)(C)C)=O tert-butyl (3-azabicyclo[4.1.0]heptan-6-yl)carbamate